4-bromo-3-cyanopyrazolo[1,5-a]pyridine-5-carboxylic acid methyl ester COC(=O)C1=C(C=2N(C=C1)N=CC2C#N)Br